rel-3-chloro-4-((3,5-difluoropyridin-2-yl)methoxy)-2'-(2-(1-(hydroxymethyl)cyclopropyl)pyrimidin-4-yl)-5',6-dimethyl-2H-[1,4'-bipyridin]-2-one ClC=1C(N(C(=CC1OCC1=NC=C(C=C1F)F)C)C1=CC(=NC=C1C)C1=NC(=NC=C1)C1(CC1)CO)=O